COC(CCC1=CC(=CC=C1)C1(OC1CO)C)=O 3-(3-(3-(Hydroxymethyl)-2-methyl-oxiran-2-yl)phenyl)propanoic acid methyl ester